BrC=1C=CC2=C(O[C@@H](C(N2[C@@H](C)C2=CC=CC=C2)=O)C)C1 (R)-7-bromo-2-methyl-4-((S)-1-phenylethyl)-2H-benzo[b][1,4]oxazin-3(4H)-one